N2-(2-(dimethylamino)ethyl)-5,7-dimethylpyrido[2,3-d]pyrimidine-2,4-diamine CN(CCNC=1N=C(C2=C(N1)N=C(C=C2C)C)N)C